2-bromo-4-(tert-butyl)-3-fluorophenol BrC1=C(C=CC(=C1F)C(C)(C)C)O